C(#N)[C@H](C[C@@H]1C(NCCC1)=O)NC(=O)[C@@H]1N(C[C@H]2[C@@H]1CCC2)C(=O)C2(C1=CC=CC=C1C=1C=CC=CC21)O (1R,3aR,6aS)-N-((S)-1-cyano-2-((R)-2-oxopiperidin-3-yl)ethyl)-2-(9-hydroxy-9H-fluorene-9-carbonyl)octahydrocyclopenta[c]pyrrole-1-carboxamide